3-(8-(4-aminobut-1-yn-1-yl)-4-oxoquinazolin-3(4H)-yl)piperidine-2,6-dione NCCC#CC=1C=CC=C2C(N(C=NC12)C1C(NC(CC1)=O)=O)=O